(R)-2-(benzyloxy)-4-(N-(4-cyclohexylbenzyl)-1-((perfluorophenyl)sulfonyl)pyrrolidine-2-carboxamido)benzoic acid C(C1=CC=CC=C1)OC1=C(C(=O)O)C=CC(=C1)N(C(=O)[C@@H]1N(CCC1)S(=O)(=O)C1=C(C(=C(C(=C1F)F)F)F)F)CC1=CC=C(C=C1)C1CCCCC1